COC1=CC=2N(C=C1)N=C(N2)C2=C1C=C(N=CC1=C(N=C2)NC)NC(=O)C2CC2 N-(5-(7-methoxy-[1,2,4]triazolo[1,5-a]pyridin-2-yl)-8-(methylamino)-2,7-naphthyridin-3-yl)cyclopropanecarboxamide